N-(3-((((4-chlorobenzyl)imino)methylene)amino)propyl)-N-methyl-7-(8-methylnaphthalen-1-yl)-2-(((S)-1-methylpyrrolidin-2-yl)methoxy)-5,6,7,8-tetrahydropyrido[3,4-d]pyrimidin-4-amine ClC1=CC=C(CN=C=NCCCN(C=2C3=C(N=C(N2)OC[C@H]2N(CCC2)C)CN(CC3)C3=CC=CC2=CC=CC(=C32)C)C)C=C1